5-amino-5-hydroxyvalerate NC(CCCC(=O)[O-])O